2,2,4-trimethyl-8-(6-methyl-7-oxo-6,7-dihydro-1H-pyrrolo[2,3-c]pyridin-4-yl)-6-(methyl-sulfonyl)-2H-1,4-benzoxazin-3(4H)-one CC1(OC2=C(N(C1=O)C)C=C(C=C2C=2C1=C(C(N(C2)C)=O)NC=C1)S(=O)(=O)C)C